1-(3-(2,6-dioxopiperidin-3-yl)-1-methyl-1H-indazol-6-yl)piperidine-4-carboxaldehyde O=C1NC(CCC1C1=NN(C2=CC(=CC=C12)N1CCC(CC1)C=O)C)=O